C(C)(C)(C)OC(=O)N1CC2(CC1)OCC(NC2)=O tert-butyl-8-oxo-6-oxa-2,9-diazaspiro[4.5]decane-2-carboxylate